N1-cyclopropyl-N2-((S)-3-cyclopropyl-1-oxo-1-(((S)-3-oxo-1-((S)-2-oxopyrrolidin-3-yl)-4-(trifluoromethoxy)butan-2-yl)amino)propan-2-yl)oxalamide C1(CC1)NC(C(=O)N[C@H](C(N[C@@H](C[C@H]1C(NCC1)=O)C(COC(F)(F)F)=O)=O)CC1CC1)=O